bis[1,3-dimethyl-3-(cumylperoxy) butyl] carbonate C(OC(CC(C)(OOC(C)(C)C1=CC=CC=C1)C)C)(OC(CC(C)(OOC(C)(C)C1=CC=CC=C1)C)C)=O